C(C)OC(=O)C=1N(C=CN1)CC1=CC=C(C=C1)N (4-aminobenzyl)-1H-imidazole-2-carboxylic acid ethyl ester